FC(C=1C(=CC2=CN(N=C2C1)C1CCC(CC1)C=O)NC(=O)C=1C=NN2C1N=CC=C2)F N-[6-(difluoromethyl)-2-(4-formylcyclohexyl)indazol-5-yl]pyrazolo[1,5-a]pyrimidine-3-carboxamide